O1C(CC1)C#N oxetane-2-carbonitrile